7-bromo-2-(methoxymethyl)-2,3-dihydropyrazolo[5,1-b]oxazole BrC=1C=NN2C1OC(C2)COC